OC1=C2C(C[C@H](OC2=CC(=C1)O)C1=CC(=C(C=C1)O)OC)=O (2S)-5,7-Dihydroxy-2-(4-hydroxy-3-methoxyphenyl)-2,3-dihydrochromen-4-one